4-[4-([1,1'-Biphenyl]-4-yl)piperidin-1-yl]-1-methyl-2-oxo-1,2-dihydroquinolin-3-carbonitrile C1(=CC=C(C=C1)C1CCN(CC1)C1=C(C(N(C2=CC=CC=C12)C)=O)C#N)C1=CC=CC=C1